C1=CC=C2C(=C1)C(=CN2)C3=C(C(=O)NC3=O)C4=CN(C5=CC=CC=C54)CCCN The molecule is a member of maleimides and a member of indoles. It has a role as an EC 2.7.11.13 (protein kinase C) inhibitor. It derives from a maleimide.